C(C)(=O)O.C(CCCCCCCCCCC)N laurylamine acetate